4-(((3s,4r)-1-((4-chloro-2-cyanophenyl)sulfonyl)-4-hydroxy-4-((S)-1-hydroxyethyl)pyrrolidin-3-yl)oxy)-2-fluorobenzonitrile ClC1=CC(=C(C=C1)S(=O)(=O)N1C[C@@H]([C@@](C1)([C@H](C)O)O)OC1=CC(=C(C#N)C=C1)F)C#N